FC1=C(C=CC(=C1)F)C=1N=NNC1 2,4-difluorophenyl-triazole